D-alpha-glutamine tert-butyl ester C(C)(C)(C)OC(CC[C@@H](N)C(N)=O)=O